O=C(CCCCCCCCCCC(=O)[O-])CCCCCC 12-oxostearate